3-fluoro-6-methyl-5,6-dihydrobenzo[h][1,6]naphthyridine-5,5-d2-7-amine FC=1C=NC=2C=3C(N(C(C2C1)([2H])[2H])C)=C(C=CC3)N